FC1=C(C(=CC(=C1F)C)C)N1N=C2N=C(NC(C2=C1)=O)OCC 2-(2,3-difluoro-4,6-dimethylphenyl)-6-ethoxy-2,5-dihydro-4H-pyrazolo[3,4-d]pyrimidin-4-one